5,12-dibutyl-3,10-bis(trifluoromethyl)quino(2,3-b)acridine-7,14(5h,12h)-dione C(CCC)N1C=2C=C3C(=CC2C(C=2C=CC(=CC12)C(F)(F)F)=O)N(C1=CC(=CC=C1C3=O)C(F)(F)F)CCCC